FC1=C(C(=CC=C1)C)N1C[C@@H](CC1)N1C(N(C=2C(C1)=CN(N2)C)CC2=C(C=CC=C2)C(F)(F)F)=O 5-[(R)-1-(2-Fluoro-6-methyl-phenyl)-pyrrolidin-3-yl]-2-methyl-7-(2-trifluoromethyl-benzyl)-2,4,5,7-tetrahydro-pyrazolo[3,4-d]pyrimidin-6-on